5-(2-chloropyrimidin-4-yl)-5-azaspiro[2.4]heptan-4-one ClC1=NC=CC(=N1)N1C(C2(CC2)CC1)=O